3-(2,5-difluorophenyl)propionyl chloride FC1=C(C=C(C=C1)F)CCC(=O)Cl